7-(2-((4-((1R,4R)-2,5-diazabicyclo[2.2.1]heptan-2-yl)-2-chlorophenyl)amino)-5-(trifluoromethyl)pyrimidin-4-yl)-4-methyl-3,4-dihydrothieno[2,3-f][1,4]thiazepin-5(2H)-one 1,1-dioxide [C@H]12N(C[C@H](NC1)C2)C2=CC(=C(C=C2)NC2=NC=C(C(=N2)C2=CC1=C(C(N(CCS1(=O)=O)C)=O)S2)C(F)(F)F)Cl